4-[2-(difluoromethoxy)ethyl]cyclohexan-1-one FC(OCCC1CCC(CC1)=O)F